3-(4-((4-(4-amino-3-(4-phenoxyphenyl)-1H-pyrazolo[3,4-d]pyrimidin-1-yl)piperidin-1-yl)methyl)pyridazin-3-yl)piperidine-2,6-dione NC1=C2C(=NC=N1)N(N=C2C2=CC=C(C=C2)OC2=CC=CC=C2)C2CCN(CC2)CC2=C(N=NC=C2)C2C(NC(CC2)=O)=O